CC([C@H]1CC[C@H]2[C@@H]3CC[C@@H]4CCCC[C@]4(C)[C@H]3CC[C@]12C)=O 5β-pregnan-20-one